Tert-butyl 4-[3-(2,4-dioxo-1,3-diazinan-1-yl)-1-methylindazol-6-yl]-3,3-difluoropiperidine-1-carboxylate O=C1N(CCC(N1)=O)C1=NN(C2=CC(=CC=C12)C1C(CN(CC1)C(=O)OC(C)(C)C)(F)F)C